OC(CCCCCCCC(=O)O)C(CCCCCCCC(=O)O)O 9,10-Dihydroxy-octadecanedioic acid